FC(CN(C=1N=C2N(CCOC3=C2C=CC(=C3)N[C@H](C(=O)N)C)C1)C(COC)=O)F (S)-2-((2-(N-(2,2-difluoroethyl)-2-methoxyacetylamino)-5,6-dihydrobenzo[f]imidazo[1,2-d][1,4]oxazepin-9-yl)amino)propanamide